[N+](=O)([O-])C1=CC=C(C=C1)NC1=CC2=CC=CC=C2C=C1 N-(4-nitrophenyl)-2-naphthylamine